The molecule is a (3R)-3-hydroxybutanoic acid oligomer resulting from the formal repeated intermolecular condensation of the hydroxy and carboxy groups of (3R)-3-hydroxybutanoic acid to give a chain in which five units of the monomer are linked together by four ester bonds. It derives from a (3R)-3-{[(3R)-3-{[(3R)-3-{[(3R)-3-hydroxybutanoyl]oxy}butanoyl]oxy}butanoyl]oxy}butanoic acid. It is a conjugate acid of a (3R)-3-{[(3R)-3-{[(3R)-3-{[(3R)-3-{[(3R)-3-hydroxybutanoyl]oxy}butanoyl]oxy}butanoyl]oxy}butanoyl]oxy}butanoate. C[C@H](CC(=O)O[C@H](C)CC(=O)O[C@H](C)CC(=O)O[C@H](C)CC(=O)O[C@H](C)CC(=O)O)O